FC1=C(CN(C(OCC)=O)C=2SC(=C(C2C(NC2=NC(=CC=C2)NS(=O)(=O)CC)=O)CN(C)C)C2=CC=C(C=C2)[N+](=O)[O-])C(=CC=C1)F ethyl 2,6-difluorobenzyl(4-((dimethylamino)methyl)-3-((6-(N-Methylmethanesulfonylamino)pyridin-2-yl)carbamoyl)-5-(4-nitrophenyl)thiophen-2-yl)carbamate